ClC=1C=C(CN(C(OC(C)(C)C)=O)CCCCOC[C@@H](C)OC2OCCCC2)C=CC1OC(F)(F)F Tert-butyl 3-chloro-4-(trifluoromethoxy)benzyl(4-((2R)-2-((tetrahydro-2H-pyran-2-yl)oxy)propoxy)butyl)carbamate